FC1=C(OC2=C(N=C(S2)C#N)C)C=CC(=C1)N1N=CNC1=O 5-[2-fluoro-4-(5-oxo-4H-1,2,4-triazol-1-yl)phenoxy]-4-methyl-thiazole-2-carbonitrile